C(#CCCCC)O hexyneol